(2-(didodecyl-amino)ethyl)carbamic acid tert-butyl ester C(C)(C)(C)OC(NCCN(CCCCCCCCCCCC)CCCCCCCCCCCC)=O